(1R,2R)-1-phenyl-2-((phenylthio)methyl)but-3-en-1-ol C1(=CC=CC=C1)[C@@H]([C@@H](C=C)CSC1=CC=CC=C1)O